[N+](=[N-])=CC(CC[C@@H](C(=O)OC(C)C)NC([C@H](C1=CN=CS1)OC)=O)=O isopropyl (S)-6-diazo-2-((R)-2-methoxy-2-(thiazol-5-yl)acetamido)-5-oxohexanoate